6-(4'-amino-4'H,6'H-spiro[piperidine-4,5'-pyrrolo[1,2-b]pyrazol]-1-yl)-3-(2,3-dichlorophenyl)-1-methylpyridin-2(1H)-one NC1C2(CN3N=CC=C31)CCN(CC2)C2=CC=C(C(N2C)=O)C2=C(C(=CC=C2)Cl)Cl